NC1=C(C(=O)O)C=CC=C1S(=O)(=O)N1CCOCC1 2-amino-3-(morpholinylsulfonyl)benzoic acid